ClC1=NC(=C(C=C1F)I)CC 2-chloro-6-ethyl-3-fluoro-5-iodopyridin